5-chloro-3-((4-((dieth-ylamino)methyl)phenylimino)methyl)-2-(isobutyryloxy)phenyl 3-methylbenzoate CC=1C=C(C(=O)OC2=C(C(=CC(=C2)Cl)C=NC2=CC=C(C=C2)CN(CC)CC)OC(C(C)C)=O)C=CC1